N=1C=NN2C1C=C(C=C2)OC2=C(C=C(C=C2)C2=NC1=CC=C(C(=C1C(=N2)N)OC)Br)C (4-([1,2,4]triazolo[1,5-a]pyridin-7-yloxy)-3-methylphenyl)-6-bromo-5-methoxyquinazolin-4-amine